(cis)-4-(4-chloro-2-oxo-2,3-dihydro-1H-1,3-benzodiazol-1-yl)-N-(4-methylphenyl)cyclohexane-1-carboxamide ClC1=CC=CC=2N(C(NC21)=O)[C@H]2CC[C@H](CC2)C(=O)NC2=CC=C(C=C2)C